(3-cyanomethyl-1-vinyl-1,2,4-triazole) bis(trifluoromethanesulfonimide) [N-](S(=O)(=O)C(F)(F)F)S(=O)(=O)C(F)(F)F.[N-](S(=O)(=O)C(F)(F)F)S(=O)(=O)C(F)(F)F.C(#N)CC1=NN(C=N1)C=C